N-ethyl-N-methyl-N'-{2-methyl-5-(trifluoromethyl)-4-[3-(trimethylsilyl)propoxy]phenyl}imidoformamide C(C)N(C=NC1=C(C=C(C(=C1)C(F)(F)F)OCCC[Si](C)(C)C)C)C